The molecule is a polyether that is the bis(4-guanidinophenyl) ether of propane-1,3-diol. Used (as its isethionate salt) for the treatment of minor eye or eyelid infections, such as conjunctivitis and blepharitis. It has a role as an antimicrobial agent and an antiseptic drug. It is a member of guanidines, an aromatic ether and a polyether. It derives from a propane-1,3-diol. It is a conjugate base of a propamidine(2+). C1=CC(=CC=C1C(=N)N)OCCCOC2=CC=C(C=C2)C(=N)N